2-(6-Chloropyrazin-2-yl)-4-methoxybutyric acid ethyl ester C(C)OC(C(CCOC)C1=NC(=CN=C1)Cl)=O